(s)-N-(1-(7-Methoxyquinolin-5-yl)cyclopropyl)-2-methyl-5-((1-methylazetidin-2-yl)methoxy)benzamide COC1=CC(=C2C=CC=NC2=C1)C1(CC1)NC(C1=C(C=CC(=C1)OC[C@H]1N(CC1)C)C)=O